6-benzoyl-1-methyl-1,6-dihydro-2H-pyrido[3',2':6,7]azepino[4,3,2-cd]isoindol-2-one C(C1=CC=CC=C1)(=O)N1C2=C(C=C3N(C(C=4C=CC=C1C34)=O)C)C=CC=N2